FC=1C=C(CN2C=NC(=C2)C(=O)OC)C=CC1F methyl 1-(3,4-difluorobenzyl)-1H-imidazole-4-carboxylate